COC1=C(C=CC=C1)C1=NN(C(=N1)CO)CC1=CC=C(C=C1)OC {3-(2-methoxyphenyl)-1-[(4-methoxyphenyl)methyl]-1H-1,2,4-triazol-5-yl}methanol